N-(5-((6-(3-(3-([1,2,4]triazolo[1,5-a]pyridin-6-yl)phenyl)isoxazolidine-2-yl)pyrimidin-4-yl)amino)-4-methoxy-2-(4-methylpiperazin-1-yl)phenyl)acrylamide N=1C=NN2C1C=CC(=C2)C=2C=C(C=CC2)C2N(OCC2)C2=CC(=NC=N2)NC=2C(=CC(=C(C2)NC(C=C)=O)N2CCN(CC2)C)OC